BrC1=CC(=C2C=CC=NC2=C1)C1(CC1)NC(C1=C(C=CC(=C1)OCC1N(CC1)C)C)=O N-(1-(7-Bromoquinolin-5-yl)cyclopropyl)-2-methyl-5-((1-methylazetidin-2-yl)methoxy)benzamide